benzo[h]quinolin-10-ol N1=CC=CC2=CC=C3C(=C12)C(=CC=C3)O